CCN1/C(=C/C=C/C2=[N+](C3=CC=CC=C3C=C2)CC)/C=CC4=CC=CC=C41.[I-] The molecule is a cyanine dye and an organic iodide salt. It has a role as a fluorochrome. It contains a pinacyanol cation.